4,4'-sulfonylbis(2-bromo-1-fluorobenzene) S(=O)(=O)(C1=CC(=C(C=C1)F)Br)C1=CC(=C(C=C1)F)Br